OC1=C(C=CC(=C1)C1OC2=C(C(=CC=C2C(C1O)O)O)O)[O-].CN1N=CC(=C1)NC1=NC=CC(=N1)NCC=1SC=CN1 2-[(1-methyl-1H-pyrazol-4-yl)amino]-4-[(thiazol-2-ylmethyl)amino]pyrimidin 2-hydroxy-4-(3,4,7,8-tetrahydroxy-3,4-dihydro-2H-chromen-2-yl)phenolate